C(C1=CC=CC=C1)NCCC1=C(C=C(C(=C1)OC)Br)OC N-benzyl-1-(2,5-dimethoxy-4-bromophenyl)-2-aminoethane